5-(4-(4-(6-amino-4-(trifluoromethyl)pyridine-3-yl)-6-morpholinyl-1,3,5-triazin-2-yl)piperazine-1-yl)-N-hydroxypentanamide NC1=CC(=C(C=N1)C1=NC(=NC(=N1)N1CCOCC1)N1CCN(CC1)CCCCC(=O)NO)C(F)(F)F